N1(CCC1)C(CN[C@H]1CN(C[C@H](C1)C)C1=C2C=CC=NC2=C(C=C1)C(F)(F)F)=O 1-azetidin-1-yl-2-[(3R,5S)-5-methyl-1-(8-trifluoromethyl-quinolin-5-yl)-piperidin-3-ylamino]-ethanone